BrC1=NC=CC(=C1)NCC=1C=C2C=C(C=NC2=CC1)C1CC1 2-bromo-N-((3-cyclopropylquinolin-6-yl)methyl)pyridin-4-amine